ethyl 4-bromo-6-(trifluoromethyl)-1H-indole-2-carboxylate BrC1=C2C=C(NC2=CC(=C1)C(F)(F)F)C(=O)OCC